FC(C1=CC=C(C=C1)C1=CC=C(C=C1)ON1N=NC(=C1)C(=O)[O-])(F)F.[Na+].[Na+].FC(F)(F)C1=CC=C(C=C1)C1=CC=C(C=C1)ON1N=NC(=C1)C(=O)[O-] disodium ((4'-(trifluoromethyl)-[1,1'-biphenyl]-4-yl) oxy)-1H-1,2,3-triazole-4-carboxylate